imino-2H-pyran N=C1OC=CC=C1